FC1=C(C(=O)C2=CNC3=NC=C(C=C32)C=3C=NC(=NC3)C(C)C)C=CC=C1NS(N(C)C1(CC1)COC)(=O)=O 3-[2-fluoro-3-[[[1-(methoxymethyl)cyclopropyl]-methyl-sulfamoyl]amino]benzoyl]-5-(2-isopropylpyrimidin-5-yl)-1H-pyrrolo[2,3-b]pyridine